(4-(1-(prop-2-yn-1-yloxy)ethyl)piperidin-1-yl)methanone C(C#C)OC(C)C1CCN(CC1)C=O